CC1=C(C(CC=C1)(C)C)C1OCC(CO1)=O 2-(2,6,6-trimethylcyclohexa-1,3-dien-1-yl)-1,3-dioxan-5-one